COC=1C=C2CCN(CC2=CC1NC1=NC=C2C(=N1)N(N=C2)C(CCO)C)C 3-[6-[(6-methoxy-2-methyl-3,4-dihydro-1H-isoquinolin-7-yl)amino]pyrazolo[3,4-d]pyrimidin-1-yl]butan-1-ol